2-[(4S)-8-fluoro-2-[4-(3-methoxyphenyl)piperazin-1-yl]-3-[2-methoxy(trifluoromethyl)phenyl]-4H-quinazolin-4-yl]acetic acid FC=1C=CC=C2[C@@H](N(C(=NC12)N1CCN(CC1)C1=CC(=CC=C1)OC)C1=C(C(=CC=C1)C(F)(F)F)OC)CC(=O)O